3-(2-(2-(diethylamino)ethylamino)propoxy)-6,8-dimethylpyrimido[5,4-e][1,2,4]triazin-5,7(6H,8H)-dione C(C)N(CCNC(COC=1N=NC2=C(N1)C(N(C(N2C)=O)C)=O)C)CC